di(isopropyl)-2,2'-[oxybis(methylene)]bis-2-propenoate C(C)(C)OC(C(=C)COCC(C(=O)OC(C)C)=C)=O